ClC1=NC=NC=C1CC 4-chloro-5-ethylpyrimidine